ClC=1C(=CC(=NC1)OC)C1=CC(=NN1C1OCCCC1)C(=O)N1CCC(CC1)C(=O)NC1CCC(CC1)C(F)(F)F 1-[5-(5-chloro-2-methoxypyridin-4-yl)-1-(oxane-2-yl)pyrazole-3-carbonyl]-N-[4-(trifluoromethyl)cyclohexyl]Piperidine-4-carboxamide